C=C1CC(CC1)=C 1,3-di-methylencyclopentan